iminodimethylethylamine N=C(C)N(C)C